2,6-dihydropyridine N1CCC=CC1